C(C)(C)(C)OC(=O)N1[C@H]2CN([C@@H](C1)C2)C(NC2=CC(=C(C=C2)C)C2=NC=CC=C2)=O (1R,4R)-5-((4-methyl-3-(pyridin-2-yl)phenyl)carbamoyl)-2,5-diazabicyclo[2.2.1]heptane-2-carboxylic acid tert-butyl ester